FC(C(=O)O)(F)F.N1C(C=CC=2CCNCC12)=O 5,6,7,8-tetrahydro-1H-1,7-naphthyridin-2-one 2,2,2-trifluoroacetic acid salt